(E)-N-(6-(3-((S)-1-((5-cyclopropyl-1H-pyrazol-3-yl)amino)-1-oxopropan-2-yl)phenyl)pyridin-2-yl)-4-((S)-3-fluoropyrrolidin-1-yl)but-2-enamide C1(CC1)C1=CC(=NN1)NC([C@@H](C)C=1C=C(C=CC1)C1=CC=CC(=N1)NC(\C=C\CN1C[C@H](CC1)F)=O)=O